CC(C1=CC=CC=C1)OC(C)C2=CC=CC=C2 alpha-methyl benzyl ether